(R)-3-(1-(tert-butoxycarbonyl)piperidin-2-yl)propanoic acid C(C)(C)(C)OC(=O)N1[C@H](CCCC1)CCC(=O)O